3-bromofluorenone compound with tert-butyl nitrite N(=O)OC(C)(C)C.BrC1=CC(C2=CC3=CC=CC=C3C2=C1)=O